4-methylcoumarin-3-carboxylic acid CC1=C(C(OC2=CC=CC=C12)=O)C(=O)O